6-bromospiro[chromene-2,4'-piperidine]-1'-carboxylic acid tert-butyl ester C(C)(C)(C)OC(=O)N1CCC2(CC1)OC1=CC=C(C=C1C=C2)Br